2,2-Dimethyl-5-(4-aminobenzyl)cyclopentanone CC1(C(C(CC1)CC1=CC=C(C=C1)N)=O)C